C(CCCCCCCCCCCCCCC)[Si](Br)(Br)Br Hexadecyltribromosilane